2,2-difluoro-N-(4-fluoro-3-(trifluoromethyl)phenyl)-6-(2-methoxy-5-(3-morpholino-1,2,4-oxadiazol-5-yl)benzamido)benzo[d][1,3]dioxole-5-carboxamide FC1(OC2=C(O1)C=C(C(=C2)C(=O)NC2=CC(=C(C=C2)F)C(F)(F)F)NC(C2=C(C=CC(=C2)C2=NC(=NO2)N2CCOCC2)OC)=O)F